N-(4-((6-(2-fluoroprop-2-yl)pyridin-2-yl)amino)-5-(5-fluoropyrimidin-2-yl)pyridin-2-yl)acetamide FC(C)(C)C1=CC=CC(=N1)NC1=CC(=NC=C1C1=NC=C(C=N1)F)NC(C)=O